C(=O)C1=CC=C(NC=2C(=NC(=C(N2)NC)C=2C3=C(C=NC2)N(C=N3)C)C(=O)N)C=C1 3-(4-formylanilino)-5-(methylamino)-6-(3-methylimidazo[4,5-c]pyridin-7-yl)pyrazine-2-carboxamide